4,6-di-t-butyl-2,3-xylenol C(C)(C)(C)C1=C(C(=C(C(=C1)C(C)(C)C)O)C)C